ClC=1C=C(C=NO)C=CC1Cl 3,4-dichlorobenzaldehyde oxime